C(CCCC)C1=CC=C(CN=C=O)C=C1 4-pentylbenzyl isocyanate